3-Methyl-4-(1,1-dimethylpropyl)-phenol CC=1C=C(C=CC1C(CC)(C)C)O